4,5-dichloro-1,2,3-dithiazole chloride [Cl-].ClC=1NSSC1Cl